FC1(C(CNCC1)C(=O)N1CCN(CC1)C1=NC=C(C#N)C=C1)F 6-(4-(4,4-Difluoropiperidine-3-carbonyl)piperazin-1-yl)nicotinonitrile